7-(4-chlorobenzyl)-1-(3-hydroxypropyl)-3-methyl-8-(pyridin-2-ylethynyl)-3,7-dihydro-1H-purine-2,6-dione ClC1=CC=C(CN2C(=NC=3N(C(N(C(C23)=O)CCCO)=O)C)C#CC2=NC=CC=C2)C=C1